FC1(CC1)C(C)=O 1-(1-fluorocyclopropyl)ethan-1-one